isopropylidenebis(2-t-butylphenyl) di-nonylphenyl phosphite P1(OC2=C(C(=CC=C2)C(C)(C)C=2C(=C(C=CC2)O1)C(C)(C)C)C(C)(C)C)OC1=C(C(=CC=C1)CCCCCCCCC)CCCCCCCCC